Cl.N1CCC(CCC1)OC=1C=2N(C=C(N1)C=1C(=NN(C1)C)C)N=CC2 4-[azepan-4-yl]oxy-6-(1,3-dimethylpyrazol-4-yl)pyrazolo[1,5-a]pyrazine hydrochloride